(S)-5-(4-(2-(1-(4-((4-((4-((2-chlorophenyl)carbamoyl)phenyl)amino)-5-fluoropyrimidin-2-yl)amino)benzamido)piperidin-4-yl)ethyl)piperazin-1-yl)-N-(2,6-dioxopiperidin-3-yl)picolinamide ClC1=C(C=CC=C1)NC(=O)C1=CC=C(C=C1)NC1=NC(=NC=C1F)NC1=CC=C(C(=O)NN2CCC(CC2)CCN2CCN(CC2)C=2C=CC(=NC2)C(=O)N[C@@H]2C(NC(CC2)=O)=O)C=C1